6-((1R,2R)-3-azido-1,2-dihydroxypropyl)-2-((5-carboxypentyl)oxy)-5-(2-hydroxyacetamido)-4-(prop-2-yn-1-yloxy)tetrahydro-2H-pyran-2-carboxylic acid N(=[N+]=[N-])C[C@H]([C@@H](O)C1C(C(CC(O1)(C(=O)O)OCCCCCC(=O)O)OCC#C)NC(CO)=O)O